C(C)(=O)O.COC1=CC=C(C=N1)C 6-methoxy-3-methyl-pyridine acetate